2-[2-(aminomethyl)-3,3-difluoro-allyl]-4-[5-[6-(dimethylamino)-3-pyridinyl]-3-methyl-2-pyridinyl]-1,2,4-triazol-3-one NCC(CN1N=CN(C1=O)C1=NC=C(C=C1C)C=1C=NC(=CC1)N(C)C)=C(F)F